The molecule is an amino sugar phosphate that is 4-O-(N-acetyl-alpha-D-glucosaminylphospho)-N-acetyl-alpha-D-glucosamine linked glycosidically to a (3-aminopropoxy)(hydroxy)phosphoryl group. It is a conjugate acid of a 4-O-(2-acetamido-2-deoxy-alpha-D-glucosylphospho)-2-acetamido-2-deoxy-alpha-D-glucosyl 3-aminopropyl phosphate(2-). CC(=O)N[C@@H]1[C@H]([C@@H]([C@H](O[C@@H]1OP(=O)(O)O[C@@H]2[C@H](O[C@@H]([C@@H]([C@H]2O)NC(=O)C)OP(=O)(O)OCCCN)CO)CO)O)O